3-(Piperazin-1-yl)benzyl (1-hydroxy-7-methyl-1,3-dihydrobenzo[c][1,2]oxaborole-6-carbonyl)-L-valinate OB1OCC2=C1C(=C(C=C2)C(=O)N[C@@H](C(C)C)C(=O)OCC2=CC(=CC=C2)N2CCNCC2)C